N-{1-[5-(1-benzyl-1H-pyrazol-4-yl)-1-methyl-2-oxo-1,2-dihydro-pyridin-4-yl]-pyrrolidin-3-yl-methyl}-acetamide C(C1=CC=CC=C1)N1N=CC(=C1)C=1C(=CC(N(C1)C)=O)N1CC(CC1)CNC(C)=O